2-(tert-butyl)-N-(3-fluoro-4-(6-(1-methyl-1H-pyrazol-4-yl)pyrazolo[1,5-a]pyrazin-4-yl)benzyl)-2H-1,2,3-triazole-4-carboxamide C(C)(C)(C)N1N=CC(=N1)C(=O)NCC1=CC(=C(C=C1)C=1C=2N(C=C(N1)C=1C=NN(C1)C)N=CC2)F